BrC=1C=C(CNC(=O)C2=NC3=C(N2)C=CC(=C3)Br)C=CC1 N-(3-bromobenzyl)-5-bromo-1H-benzimidazole-2-carboxamide